C(C)(C)(C)OC(=O)N1CCC(CC1)(C=1SC2=C(N1)C=CC(=C2)C2=CC1=CN(N=C1C=C2)C)F 4-fluoro-4-(6-(2-methyl-2H-indazol-5-yl)benzo[d]thiazol-2-yl)piperidine-1-carboxylic acid tert-butyl ester